N-[5-[5-(3-amino-3-methyl-cyclobutoxy)-2-methyl-4-pyridyl]pyrazolo[1,5-a]pyridin-2-yl]cyclopropanecarboxamide NC1(CC(C1)OC=1C(=CC(=NC1)C)C1=CC=2N(C=C1)N=C(C2)NC(=O)C2CC2)C